5-benzyloxy-2-(4-bromo-2,6-dichloro-phenoxy)pyridine-4-sulfinic acid C(C1=CC=CC=C1)OC=1C(=CC(=NC1)OC1=C(C=C(C=C1Cl)Br)Cl)S(=O)O